CC(C)(C)OC(=O)N1CCC(C1)O (+/-)-1-Boc-3-hydroxypyrrolidine